3-(bromomethyl)-2-chloro-6-ethoxy-pyridine BrCC=1C(=NC(=CC1)OCC)Cl